CC1(OB(OC1(C)C)C1=CC=C(C=C1)N1CCOCC1)C 4-(4,4,5,5-tetramethyl-1,3,2-dioxaborolan-2-yl)phenylmorpholine